C(C)N1N=C(C(=C1)C1=C(C=CC=C1)[C@H]1C2=C(CN(C1)C(\C=C\C1NCCC1)=O)SC(=C2)C#N)C(F)(F)F (4S)-4-(2-(1-Ethyl-3-(trifluoromethyl)-1H-pyrazol-4-yl)phenyl)-6-((E)-3-(pyrrolidin-2-yl)acryloyl)-4,5,6,7-tetrahydrothieno[2,3-c]pyridine-2-carbonitrile